CN(CCN(CC)CCN(C)C)C bis[2-(dimethylamino)ethyl]ethylamine